C1CC12OCC(C2)C=2C=NC(=NC2)C2=NN=C(O2)CN(C(CC2=C(C=C(C=C2)C(F)(F)F)C(F)(F)F)=O)C2=CC=C(C=C2)F N-((5-(5-(4-oxaspiro[2.4]heptan-6-yl)pyrimidin-2-yl)-1,3,4-oxadiazol-2-yl)methyl)-2-(2,4-bis(trifluoromethyl)phenyl)-N-(4-fluorophenyl)acetamide